Cl.NCCS(=O)(=O)NC1=CC(=CC=C1)C(F)(F)F 2-amino-N-(3-(trifluoromethyl)phenyl)ethane-1-sulfonylamine hydrochloride